dimercaptoethanesulfonic acid sodium salt [Na+].SC(C)(S(=O)(=O)[O-])S